1-(5-(difluoromethyl)-1,3,4-thiadiazol-2-yl)-4-((2R,5S)-2-(methoxymethyl)-5-methylmorpholino)-N-(1-methylcyclopropyl)-1H-benzo[d]imidazole-6-sulfonamide FC(C1=NN=C(S1)N1C=NC2=C1C=C(C=C2N2C[C@@H](OC[C@@H]2C)COC)S(=O)(=O)NC2(CC2)C)F